O(F)F.[Y] yttrium oxyfluoride